N[C@@H](CC1=CC(=CC(=C1)F)F)C1=NC2=CC(=CC=C2C(N1C=1C=CC(=C2C(=NN(C12)C)NS(=O)(=O)C)Cl)=O)C1=NC=CC(=N1)C(F)F (S)-N-(7-(2-(1-amino-2-(3,5-difluorophenyl)ethyl)-7-(4-(difluoromethyl)pyrimidin-2-yl)-4-oxoquinazolin-3(4H)-yl)-4-chloro-1-methyl-1H-indazol-3-yl)methanesulfonamide